FC1=C(C(=C(C(=C1[B-](C1=C(C(=C(C(=C1F)F)F)F)F)(C1=C(C(=C(C(=C1F)F)F)F)F)C1=C(C(=C(C(=C1F)F)F)F)F)F)F)F)F.C(C1=CC=CC=C1)[Si+](CC1=CC=CC=C1)CC1=CC=CC=C1 tribenzyl-silylium tetrakis(pentafluorophenyl)-borate